3-(5-amino-2-bromo-4-fluorophenyl)-1-ethyl-7-(methyl-amino)-1,6-naphthyridin NC=1C(=CC(=C(C1)C=1CN(C2=CC(=NC=C2C1)NC)CC)Br)F